C(=O)O.NC1=CN=NC2=CC(=CC=C12)C=1C(=CC(=C(C1)B(O)O)OC)N1N=CC=C1 [5-(4-aminocinnolin-7-yl)-2-methoxy-4-pyrazol-1-ylphenyl]boronic acid formic acid salt